(S*)-2-(3-Chloro-2-methoxy-5-methylpyridin-4-yl)-6-(4-ethyl-3-(hydroxymethyl)-5-oxo-4,5-dihydro-1H-1,2,4-triazol-1-yl)-7-fluoro-4-isopropyl-3,4-dihydroisoquinolin-1(2H)-one ClC=1C(=NC=C(C1N1C(C2=CC(=C(C=C2[C@@H](C1)C(C)C)N1N=C(N(C1=O)CC)CO)F)=O)C)OC |o1:15|